[C@@H](C)(CC)NC=1C2=C(N=C(N1)C1=CC=NC=C1)C=NC=C2 (R)-N-(sec-butyl)-2-(pyridin-4-yl)pyrido[3,4-d]Pyrimidin-4-amine